OCCOC1=CC=C(C=C1)C(C(O)(C1=CC=C(C=C1)OCCNC)C1=CC=C(C=C1)O)(O)C1=CC=C(C=C1)O 1-(4-(2-hydroxyethoxy)phenyl)-1,2-bis(4-hydroxyphenyl)-2-(4-(2-(methylamino)ethoxy)phenyl)ethane-1,2-diol